FC=1C=2N(C=C(C1)N1C=NC3=CC(=CC=C3C1=O)N1CCNCC1)C=C(N2)C 3-(8-fluoro-2-methylimidazo[1,2-a]pyridin-6-yl)-7-(piperazin-1-yl)quinazolin-4(3H)-one